3-((S)-fluoro(4-(trifluoromethyl)-1H-pyrazol-3-yl)methyl)oxetan F[C@@H](C1COC1)C1=NNC=C1C(F)(F)F